6-((3S,4S)-4-amino-3-methyl-2-oxa-8-azaspiro[4.5]decan-8-yl)-3-(1-(2-fluorophenyl)cyclopropyl)-1,5-dihydro-4H-pyrazolo[3,4-d]pyrimidin-4-one N[C@@H]1[C@@H](OCC12CCN(CC2)C=2NC(C1=C(N2)NN=C1C1(CC1)C1=C(C=CC=C1)F)=O)C